N-(6-chloro-5-cyanopyridin-3-yl)-2-(3-(trifluoromethyl)phenoxy)acetamide ClC1=C(C=C(C=N1)NC(COC1=CC(=CC=C1)C(F)(F)F)=O)C#N